N-[2-[N-acetyl-2-methyl-4-[5-[(2-methyl-3-pyridinyl)methylcarbamoyl]-2-pyridinyl]anilino]ethyl]carbamic acid ethyl ester C(C)OC(NCCN(C1=C(C=C(C=C1)C1=NC=C(C=C1)C(NCC=1C(=NC=CC1)C)=O)C)C(C)=O)=O